ethyl N-[4-(2,4-dihydroxyphenyl)pentanoyl]-N-methylglycinate OC1=C(C=CC(=C1)O)C(CCC(=O)N(CC(=O)OCC)C)C